2-(6-{[(3S,4R)-3-fluoro-2,2,6,6-tetramethylpiperidin-4-yl]oxy}pyridazin-3-yl)-5-(1,3-oxazol-2-yl)pyridin-3-ol 3-(4-chlorophenyl)-3-hydroxycyclobutyl-acetate ClC1=CC=C(C=C1)C(C(=O)OC=1C(=NC=C(C1)C=1OC=CN1)C=1N=NC(=CC1)O[C@H]1[C@H](C(NC(C1)(C)C)(C)C)F)C1CC(C1)O